CC(=CC#N)C 3-Methyl-crotononitrile